[Cl-].[Cl-].[Cl-].C(C)[N+](C)(CC)CC.C(C)[N+](CC)(CC)C.C(C)[N+](CC)(CC)C Triethylmethyl-ammonium trichlorid